2-(3-chloro-4-cyano-phenyl)-6-[(3-chloropyrazol-1-yl)methyl]-1-ethyl-4-oxo-pyridine-3-carboxylic acid ClC=1C=C(C=CC1C#N)C=1N(C(=CC(C1C(=O)O)=O)CN1N=C(C=C1)Cl)CC